Butadien-Nitril C(C=C=C)#N